3,4',7-trihydroxyflavone OC1=C(OC2=CC(=CC=C2C1=O)O)C1=CC=C(C=C1)O